ClC1=CC=C(C=C1)C1=C(C(=CC=2N=C(SC21)C=2C=C1C(=NN(C1=CC2)C)C2CCN(CC2)C2COC2)C)[C@@H](C(=O)OCC)OC(C([2H])([2H])[2H])(C([2H])([2H])[2H])C([2H])([2H])[2H] ethyl (S)-2-(7-(4-chlorophenyl)-5-methyl-2-(1-methyl-3-(1-(oxetan-3-yl)piperidin-4-yl)-1H-indazol-5-yl)benzo[d]thiazol-6-yl)-2-((2-(methyl-d3)propan-2-yl-1,1,1,3,3,3-d6)oxy)acetate